3-Hydroxy-2-(4'-(trifluoromethoxy)-[1,1'-biphenyl]-4-yl)but-2-enoic acid ethyl ester C(C)OC(C(=C(C)O)C1=CC=C(C=C1)C1=CC=C(C=C1)OC(F)(F)F)=O